(E)-3-(dibenzylamino)-3-(o-tolyl)acrylic acid ethyl ester C(C)OC(\C=C(/C1=C(C=CC=C1)C)\N(CC1=CC=CC=C1)CC1=CC=CC=C1)=O